C(C)(C)C=1C=NC=CC1B1OC(C(O1)(C)C)(C)C 3-isopropyl-4-(4,4,5,5-tetramethyl-1,3,2-dioxaborolan-2-yl)pyridine